5-(N-(4-chloro-2-((N-(furan-2-ylmethyl)cyclopentanecarboxamido)methyl)phenyl)-N-ethylsulfamoyl)-3-Methylbenzofuran-2-carboxylate ClC1=CC(=C(C=C1)N(S(=O)(=O)C=1C=CC2=C(C(=C(O2)C(=O)[O-])C)C1)CC)CN(C(=O)C1CCCC1)CC=1OC=CC1